4-amino-3-methoxy-N-(2-meth-oxyethyl)benzamid Methyl-3-(4-(6-fluoro-1H-indol-3-yl)furan-2-yl)-3-oxopropanoate COC(CC(=O)C=1OC=C(C1)C1=CNC2=CC(=CC=C12)F)=O.NC1=C(C=C(C(=O)NCCOC)C=C1)OC